FC1(CCC(CC1)[C@@H](C=1N=C2N(N=C(C=C2)CC2(C(NCC(C2)CC(F)(F)F)=O)C(=O)OC)C1)NC(=O)C1=CC=NN1CC)F methyl 3-((2-((S)-(4,4-difluorocyclohexyl)(1-ethyl-1H-pyrazole-5-carboxamido)methyl)imidazo[1,2-b]pyridazin-6-yl)methyl)-2-oxo-5-(2,2,2-trifluoroethyl)piperidine-3-carboxylate